C1(CC1)C(=O)NS N-cyclopropylcarbonyl-sulfenamide